[Cu+2].O=C([C@H](O)[C@@H](O)[C@H](O)[C@H](O)CO)[O-].[Cu+2].O1C=CC=2C(=NC=CC21)C2=CC=C(C(=O)NC1CCN(CC1)C=1N(C(C=CN1)=O)C)C=C2.O=C([C@H](O)[C@@H](O)[C@H](O)[C@H](O)CO)[O-].O=C([C@H](O)[C@@H](O)[C@H](O)[C@H](O)CO)[O-].O=C([C@H](O)[C@@H](O)[C@H](O)[C@H](O)CO)[O-] 4-(furo[3,2-c]pyridin-4-yl)-N-[1-(1-methyl-6-oxo-1,6-dihydropyrimidin-2-yl)piperidin-4-yl]benzamide Copper gluconate copper